N=1C=CN2C1CCC(C2)CN 1-[5H,6H,7H,8H-imidazo[1,2-a]Pyridin-6-yl]Methylamine